1-(5-(4-((2-fluoro-3-methyl-4-((1-methyl-1H-benzo[d]imidazol-5-yl)oxy)phenyl)amino)pyrido[3,2-d]pyrimidin-6-yl)-2,2-dimethylpiperidin-1-yl)prop-2-en-1-one FC1=C(C=CC(=C1C)OC1=CC2=C(N(C=N2)C)C=C1)NC=1C2=C(N=CN1)C=CC(=N2)C2CCC(N(C2)C(C=C)=O)(C)C